C(CCC)N(CCC[SiH](C=1C=C(C=C)C=CC1)COC)CCCC 3-[(3-dibutylaminopropyl)methoxymethylsilyl]styrene